tert-butyl ((1r,3r)-3-(4-benzylpiperazin-1-yl)cyclobutyl)carbamate C(C1=CC=CC=C1)N1CCN(CC1)C1CC(C1)NC(OC(C)(C)C)=O